C1(CCC1)OC1=CC(=CC(=N1)C1=CC(=C(OCCCC(=O)O)C(=C1)F)F)C 4-[4-[6-(cyclobutoxy)-4-methyl-2-pyridyl]-2,6-difluoro-phenoxy]butanoic acid